(R)-6-chloro-3-((1-(2-(2-(3-methoxypyridin-2-yl)-2,6-dihydropyrrolo[3,4-c]pyrazol-5(4H)-yl)-3,6-dimethyl-4-oxo-3,4-dihydroquinazolin-8-yl)ethyl)amino)-N-(methylsulfonyl)picolinamide ClC1=CC=C(C(=N1)C(=O)NS(=O)(=O)C)N[C@H](C)C=1C=C(C=C2C(N(C(=NC12)N1CC2=NN(C=C2C1)C1=NC=CC=C1OC)C)=O)C